[5-chloro-6-fluoro-4-(methoxymethoxy)-2-naphthyl]acetat ClC1=C2C(=CC(=CC2=CC=C1F)CC(=O)[O-])OCOC